Quinoline-6-Carbohydrazide N1=CC=CC2=CC(=CC=C12)C(=O)NN